C(C)(C)(C)S(=O)(=O)C=1N=CC2=C(N1)CCN(C2=O)CCC(=O)O 3-(2-(tert-butylsulfonyl)-5-oxo-7,8-dihydropyrido[4,3-d]pyrimidin-6(5H)-yl)propanoic acid